3,4'-dimethylbiphenyl-4,3'-diol CC=1C=C(C=CC1O)C1=CC(=C(C=C1)C)O